methyl 1-[3-(3-hydroxy-4-methoxyphenyl)-1-oxoprop-2-enyl]-1,2,3,4-tetrahydroquinoxaline-6-carboxylate OC=1C=C(C=CC1OC)C=CC(=O)N1CCNC2=CC(=CC=C12)C(=O)OC